C(C)(C)(C)NC(=O)NC1=NC=2CCC(N(C2C=C1)CC1=CC(=CC=C1)Cl)=O 1-(tert-butyl)-3-(5-(3-chlorobenzyl)-6-oxo-5,6,7,8-tetrahydro-1,5-naphthyridin-2-yl)urea